CS(=O)(=O)C1=NC=CC=C1NC(=O)C=1C=NC(=CC1)C(F)(F)F N-(2-methanesulfonylpyridin-3-yl)-6-(trifluoromethyl)pyridine-3-carboxamide